C(CCCC)[C@H]1NC2=CC=CC=C2NC1 (R)-2-pentyl-1,2,3,4-tetrahydroquinoxaline